6-Bromo-1,4-dimethyl-phthalazine BrC=1C=C2C(=NN=C(C2=CC1)C)C